C(CCCCCCCCCCCCCCCCCCCC)OCCCO 3-(heneicosanoxy)propan-1-ol